3-[2-[4-(8-chloro-4-oxo-chromen-2-yl)-2-fluoro-phenoxy]ethoxy]cyclobutanecarboxylic acid ClC=1C=CC=C2C(C=C(OC12)C1=CC(=C(OCCOC2CC(C2)C(=O)O)C=C1)F)=O